2-(6-(1,4-Dimethyl-1H-1,2,3-triazol-5-yl)-4-(1-(4-fluoro-2,6-dihydrophenyl)ethyl)-1-methyl-1,4-dihydropyrazolo[3',4':4,5]pyrrolo[3,2-b]pyridine-3-yl)propan-2-ol CN1N=NC(=C1C=1C=C2C(=NC1)C1=C(N2C(C)C2CCC(=CC2)F)C(=NN1C)C(C)(C)O)C